C(#N)[C@H](CC1=CC=C(C=C1)C=1C=CC2=C(N(C(S2)=O)C)C1)C1(OCCCNC1)C(=O)N ((S)-1-Cyano-2-[4-(3-methyl-2-oxo-2,3-dihydro-1,3-benzothiazol-5-yl)phenyl]ethyl)-1,4-oxazepane-2-carboxamide